ClC=1C=CC2=C(NC(CC(=C2O)C(=O)OC)=O)C1 Methyl 8-chloro-5-hydroxy-2-oxo-2,3-dihydro-1H-benzo[b]azepine-4-carboxylate